FC1=C(C2=CC=CC=C2C=C1)C(=O)O fluoronaphthylcarboxylic acid